COC(C1=C(C=CC(=C1)Br)S(=O)(=O)C)=O 5-bromo-2-(methylsulfonyl)benzoic acid methyl ester